2,4-dimethyl-3-ethylpyrrole CC=1NC=C(C1CC)C